S1N=NC2=C1C=CC=C2C=2N=NNC2 benzothiadiazolyl-triazole